sec-butyl-N2-Tetrahydrofuran-3-ylpyridine-2,3-diamine C(C)(CC)C1=C(C(=NC=C1)NC1COCC1)N